C(C)(C)(C)OC(=O)N1CC(C1)CS 3-(sulfanylmethyl)azetidine-1-carboxylic acid tert-butyl ester